6-[(1Z)-2-(2-{6-azaspiro[2.5]oct-6-yl}-4-nitrophenyl)-2-fluorovinyl]-8-(4,4-difluoropiperidin-1-yl)quinoline C1CC12CCN(CC2)C2=C(C=CC(=C2)[N+](=O)[O-])/C(=C/C=2C=C1C=CC=NC1=C(C2)N2CCC(CC2)(F)F)/F